methyl 3-{6-[4-(4-methylpiperazin-1-yl)phenyl]furo[3,2-b]pyridin-3-yl}benzoate CN1CCN(CC1)C1=CC=C(C=C1)C=1C=C2C(=NC1)C(=CO2)C=2C=C(C(=O)OC)C=CC2